4'-(5-chloro-2-methoxyphenyl)-4-methyl-2-oxo-N-(thiazolo[5,4-b]pyridin-2-yl)-2H-[1,2'-bipyridine]-5'-carboxamide ClC=1C=CC(=C(C1)C1=CC(=NC=C1C(=O)NC=1SC2=NC=CC=C2N1)N1C(C=C(C=C1)C)=O)OC